2-(2-(methylamino)-2-oxoethyl)-8-(naphthalen-1-ylmethyl)-6-oxo-9-(3-(trifluoromethyl)phenyl)-3,4-dihydro-2H,6H-pyrido[1,2-e][1,2,5]thiadiazine-4-carboxylic acid 1,1-dioxide CNC(CN1S(C=2N(C(C1)C(=O)O)C(C=C(C2C2=CC(=CC=C2)C(F)(F)F)CC2=CC=CC1=CC=CC=C21)=O)(=O)=O)=O